C(C1=CC=CC=C1)OCCC(CC(=O)N1CCN(CC1)C(=O)OC(C)(C)C)=O tert-butyl 4-(5-benzyloxy-3-oxo-pentanoyl)piperazine-1-carboxylate